ClC1=C2C(=NN(C2=CC=C1)CC(F)F)NS(=O)(=O)C1CC1 4-chloro-3-(cyclopropanesulfonamido)-1-(2,2-difluoroethyl)-1H-indazol